morpholinium para-toluenesulphonate CC1=CC=C(C=C1)S(=O)(=O)[O-].[NH2+]1CCOCC1